[Si](C)(C)(C(C)(C)C)OCCN1CC(OC(C1)CCCCCC\C=C/CCCCCCCC)CCCCCC(=O)OC(CCCCCCCC)CCCCCCCC heptadecan-9-yl (Z)-6-(4-(2-((tert-butyldimethylsilyl)oxy)ethyl)-6-(hexadec-7-en-1-yl)morpholin-2-yl)hexanoate